O-methyl N-isopropyl phosphoramidate chlorosulfate S(=O)(=O)(O)Cl.P(OC)(NC(C)C)(=O)O